1-(benzenesulfonyl)-6-bromo-pyrrolo[3,2-b]pyridine C1(=CC=CC=C1)S(=O)(=O)N1C=CC2=NC=C(C=C21)Br